4-trifluoromethylbenzene-1-carboxamidine hydrochloride Cl.FC(C1=CC=C(C=C1)C(=N)N)(F)F